COC(NS(=O)(=O)C=1SC(=C(C1C1=CC=C(C=C1)CN1C(=NC=C1)C)C)CC(C)C)=O (5-isobutyl-4-methyl-3-(4-((2-methyl-1H-imidazol-1-yl)methyl)phenyl)thiophen-2-yl)sulfonylcarbamic acid methyl ester